O[C@@]12CCC([C@H]3[C@]14C=1C(=C(C=CC1C[C@H]2N(CC4)C)OC)O3)=O 4,5a-epoxy-14-hydroxy-3-methoxy-17-methyl-6-morphinanone